Di-titanium aluminum carbon [C].[Al].[Ti].[Ti]